NC=1C=C(C=C(C1)C(F)(F)F)[C@@H](C)NC1=NC(=NC2=CC(=C(C=C12)OC1CCN(CC1)CC1=CC(=C(C=C1)C1C(NC(CC1)=O)=O)F)OC)C 3-(4-((4-((4-(((R)-1-(3-amino-5-(trifluoromethyl)phenyl)ethyl)amino)-7-methoxy-2-methylquinazolin-6-yl)oxy)piperidin-1-yl)methyl)-2-fluorophenyl)piperidine-2,6-dione